OCC1(CCC1)NC=1C2=C(N=C(N1)N1CC3=NC=C(N=C3CC1)N1CCCC1)CC[S@]2=O (R)-4-((1-(hydroxymethyl)cyclobutyl)amino)-2-(2-(pyrrolidin-1-yl)-7,8-dihydropyrido[3,4-b]pyrazin-6(5H)-yl)-6,7-dihydrothieno[3,2-d]pyrimidine 5-oxide